C1N(CC12COCC2)C(=O)C2=NN1C([C@@H](N=C(C3=C1C=CC(=C3Cl)C(F)(F)F)C3=NC=CC=C3F)C)=N2 6-oxa-2-azaspiro[3.4]octan-2-yl-[(4S)-7-chloro-6-(3-fluoro-2-pyridyl)-4-methyl-8-(trifluoromethyl)-4H-[1,2,4]triazolo[1,5-a][1,4]benzodiazepin-2-yl]methanone